N,N-Bis(3-sulfopropyl)-3,5-dimethoxyaniline S(=O)(=O)(O)CCCN(C1=CC(=CC(=C1)OC)OC)CCCS(=O)(=O)O